CN(CCNC([C@H](NC1=NC=2C=CC=CC2C=2N1N=C(N2)C2=C(C=CC=C2)OC(F)(F)F)C)=O)C N-[2-(dimethylamino)ethyl]-N2-{2-[2-(trifluoromethoxy)phenyl][1,2,4]triazolo[1,5-c]quinazolin-5-yl}-D-alaninamide